(1-phenylcyclopent-3-en-1-yl)methanamine C1(=CC=CC=C1)C1(CC=CC1)CN